bis(1-(2-hydroxy-2-methylpropoxy)-2,2,6,6-tetramethylpiperidine-4-yl)-sebacate OC(CON1C(CC(CC1(C)C)OC(CCCCCCCCC(=O)OC1CC(N(C(C1)(C)C)OCC(C)(C)O)(C)C)=O)(C)C)(C)C